BrC1=C(C=C(CO[Si](C)(C)C(C)(C)C)C=C1)C(F)(F)F ((4-Bromo-3-(trifluoromethyl)benzyl)oxy)(tert-butyl)dimethylsilane